C(C)(=O)NNC(C[C@H](CC(C)C)NC1=NC(=NC=2CCCCC12)N1CC2(CN(C2)C(=O)OC(C)(C)C)CC1)=O tert-butyl (S)-6-(4-((1-(2-acetylhydrazineyl)-5-methyl-1-oxohexan-3-yl)amino)-5,6,7,8-tetrahydroquinazolin-2-yl)-2,6-diazaspiro[3.4]octane-2-carboxylate